CC1(COC1)CN1N=NC(=C1)C1=CC=C(C=C1)B1OC(C(O1)(C)C)(C)C 1-((3-methyloxetan-3-yl)methyl)-4-(4-(4,4,5,5-tetramethyl-1,3,2-dioxaborolan-2-yl)phenyl)-1H-1,2,3-triazole